FC1=C(CN2C(N(N=C2)C2=CC=C(C=C2)OC2=CN=C(S2)N2CC(C2)OCC)=O)C(=CC=C1)F 4-(2,6-difluorobenzyl)-2-(4-((2-(3-ethoxyazetidin-1-yl)thiazol-5-yl)oxy)phenyl)-2,4-dihydro-3H-1,2,4-triazol-3-one